(E)-4-(benzyloxy)-6-fluoro-3-(2-nitrovinyl)-1H-indole C(C1=CC=CC=C1)OC1=C2C(=CNC2=CC(=C1)F)\C=C\[N+](=O)[O-]